ethyl octadecenate C(C=CCCCCCCCCCCCCCCC)(=O)OCC